P1(OCCCCCCCC)OC2=C(C=C(C=C2C(C)(C)C)C(C)(C)C)CCC2=C(C(=CC(=C2)C(C)(C)C)C(C)(C)C)O1 octyl 2,2'-ethylenebis(4,6-di-t-butylphenyl) phosphite